(1s,4s)-4-(6-cyclopropoxy-5-iodo-2H-indazol-2-yl)cyclohexan-1-ol C1(CC1)OC=1C(=CC2=CN(N=C2C1)C1CCC(CC1)O)I